COC([C@@H](N)CC1=CC=C(C=C1)[N+](=O)[O-])=O (S)-(+)-4-Nitrophenylalanine methyl ester